Calcium-iron arsenic [As].[Fe].[Ca]